CC1=CC=C(C=C1)CN1[C@@H](CCC1=O)CC(=O)NC(C(=O)O)CC1=CC=CC=C1 2-[[2-[(2S)-1-[(4-Methylphenyl)methyl]-5-oxopyrrolidin-2-yl]acetyl]amino]-3-phenylpropionic acid